NCC1=NNC(C2=CC=C(C=C12)C=1C=NN(C1CC(C#N)C1=CC=CC=C1)C)=O 3-(4-(4-(aminomethyl)-1-oxo-1,2-dihydrophthalazin-6-yl)-1-methyl-1H-pyrazol-5-yl)-2-phenylpropanenitrile